CC1(OB(OC1(C)C)C=1C=CC2=C(CC3(CCN(CC3)C(=O)OC(C)(C)C)O2)C1)C tert-Butyl 5-(4,4,5,5-tetramethyl-1,3,2-dioxaborolan-2-yl)-3H-spiro[benzofuran-2,4'-piperidine]-1'-carboxylate